C(C)N1N=C2C(=CC=C(C2=C1)N1C[C@H]([C@@H](C1)NC)F)C(=O)NC=1C=C(C=2N(C1)C=C(N2)C)F 2-ethyl-N-{8-fluoro-2-methylimidazo[1,2-a]pyridin-6-yl}-4-[(3R,4R)-3-fluoro-4-(methylamino)pyrrolidin-1-yl]indazole-7-carboxamide